trifluoromethyl-benzenesulfonyl chloride FC(F)(F)C1=C(C=CC=C1)S(=O)(=O)Cl